CO[C@@H]1C[C@@H](CCC1)NC1=NC(=NC=C1C(=O)N)NC1CCC(CC1)OC 4-((1R,3S)-3-methoxycyclohexylamino)-2-((1r,4R)-4-methoxycyclohexylamino)pyrimidine-5-carboxamide